FC1(CCC(CC1)NC1=NN2C(C(=N1)OC)=C(C=C2)C=2C=C(C=1N(C2)C(=CN1)C(=O)NC)F)F 6-(2-((4,4-difluorocyclohexyl)amino)-4-methoxypyrrolo[2,1-f][1,2,4]triazin-5-yl)-8-fluoro-N-methylimidazo[1,2-a]pyridine-3-carboxamide